3-(5-(4-(2-(2-(2-(3-(4-amino-3-(4-phenoxyphenyl)-1H-pyrazolo[3,4-d]pyrimidin-1-yl)piperidin-1-yl)ethoxy)ethoxy)ethyl)piperidin-1-yl)-1-oxoisoindolin-2-yl)piperidine-2,6-dione NC1=C2C(=NC=N1)N(N=C2C2=CC=C(C=C2)OC2=CC=CC=C2)C2CN(CCC2)CCOCCOCCC2CCN(CC2)C=2C=C1CN(C(C1=CC2)=O)C2C(NC(CC2)=O)=O